N-((2,4-dichloropyrimidin-5-yl)methyl)-2,6-dimethylaniline ClC1=NC=C(C(=N1)Cl)CNC1=C(C=CC=C1C)C